acridinyl-1,2-dioxetane C1(=CC=CC2=NC3=CC=CC=C3C=C12)C1OOC1